CC1=CC2=C(C3=CC=CC=C3C(=C2C=C1)OC(=O)C(C)C)OC(=O)C(C)C 2-methyl-9,10-bis(isopropylcarbonyloxy)anthracene